C1=CC=CC=2C3=CC=CC=C3C(C12)COC(=O)N[C@H](C(=O)O)CC1=CC=C(C=C1)Br (S)-2-((((9H-fluoren-9-yl)methoxy)carbonyl)amino)-3-(4-bromophenyl)propanoic acid